3-chloro-5-((6-fluoro-2-methylpyridin-3-yl)oxy)-2-(trifluoromethyl)isonicotinic acid methyl ester COC(C1=C(C(=NC=C1OC=1C(=NC(=CC1)F)C)C(F)(F)F)Cl)=O